(4S)-2-amino-4-methyl-4-(3-{2-[(2S)-2-methyl-4-(propan-2-yl)-1,4-diazepan-1-yl]pyrimidin-4-yl}-1,2,4-oxadiazol-5-yl)-4,5,6,7-tetrahydro-1-benzothiophene-3-carbonitrile NC=1SC2=C(C1C#N)[C@](CCC2)(C2=NC(=NO2)C2=NC(=NC=C2)N2[C@H](CN(CCC2)C(C)C)C)C